Methyl 5-((2,4-dioxo-5-(trifluoromethyl)-3,4-dihydropyrimidin-1(2H)-yl) methyl)-2-fluorobenzoate O=C1N(C=C(C(N1)=O)C(F)(F)F)CC=1C=CC(=C(C(=O)OC)C1)F